(R)-4-benzyl-3-((R)-5-((tert-butyldimethylsilyl)oxy)-2-(4-chloro-3-fluorobenzyl)pentanoyl)oxazolidin-2-one C(C1=CC=CC=C1)[C@H]1N(C(OC1)=O)C([C@H](CCCO[Si](C)(C)C(C)(C)C)CC1=CC(=C(C=C1)Cl)F)=O